F\C(\C(=O)O)=C/C=1C=NC=C(C1)Br (Z)-2-fluoro-3-(5-bromopyridin-3-yl)acrylic acid